ClC1=CC=C(C=C1)C1CCC(CC1)C=1C(C2=CC=CC=C2C(C1)=O)=O 2-(4-(4-chlorophenyl)cyclohexyl)-1,4-naphthoquinone